Spiro[3.3]heptan-2-yl L-alaninate Hydrochloride Cl.N[C@@H](C)C(=O)OC1CC2(C1)CCC2